1-(2-Chlorophenyl)-7-cyclopropyl-4-(((1S,2S)-2-fluorocyclopropyl)amino)quinazolin-2(1H)-one ClC1=C(C=CC=C1)N1C(N=C(C2=CC=C(C=C12)C1CC1)N[C@@H]1[C@H](C1)F)=O